4-(difluoromethyl)-N-[4-fluoro-5-(2-morpholin-4-yl-1,3-thiazol-4-yl)-2-[rac-(3R,5S)-3,4,5-trimethylpiperazin-1-yl]phenyl]-1-methyl-6-oxopyridine-3-carboxamide FC(C=1C(=CN(C(C1)=O)C)C(=O)NC1=C(C=C(C(=C1)C=1N=C(SC1)N1CCOCC1)F)N1C[C@H](N([C@H](C1)C)C)C)F |r|